C(C)(C)OC(C1=CC=CO1)OC(C)C furfural diisopropylacetal